N-(2-methylbutyl)amidosulfuric acid sodium salt [Na+].CC(CNS([O-])(=O)=O)CC